(R)-1-Methyl-5-oxo-N-(5-((5-(trifluoromethyl)pyridin-2-yl)oxy)-2,3-dihydro-benzofuran-7-yl)pyrrolidine-2-carboxamide CN1[C@H](CCC1=O)C(=O)NC1=CC(=CC=2CCOC21)OC2=NC=C(C=C2)C(F)(F)F